Benzyl-rel-(1S,5S)-8-fluoro-7-oxo-1-({2,3',5'-trifluoro-[1,1'-biphenyl]-3-yl}methyl)-9-oxa-2,6-diazaspiro[4.5]decane-2-carboxylate C(C1=CC=CC=C1)OC(=O)N1[C@H]([C@]2(CC1)NC(C(OC2)F)=O)CC=2C(=C(C=CC2)C2=CC(=CC(=C2)F)F)F |o1:11,12|